5-((3-fluoropyridin-2-yl)(morpholino)methyl)-4-hydroxybenzo[d]thiazole-2-carbonitrile FC=1C(=NC=CC1)C(C=1C=CC2=C(N=C(S2)C#N)C1O)N1CCOCC1